N=1C=NN2C=NC(=CC21)OC2=C(C=C(C=C2)NC2=NC=NC1=CC(=C(C(=C21)O[C@H]2C(CN(CC2)C)(F)F)OC)OC)C (R)-N-(4-([1,2,4]triazolo[1,5-c]pyrimidin-7-yloxy)-3-methylphenyl)-5-((3,3-difluoro-1-methylpiperidin-4-yl)oxy)-6,7-dimethoxyquinazolin-4-amine